NC1(CCN(CC1)C1=C(N=C(C(=N1)N)C1=C(C(=CC=C1)Cl)Cl)C1COC1)C 6-(4-amino-4-methylpiperidin-1-yl)-3-(2,3-dichlorophenyl)-5-(oxetan-3-yl)pyrazin-2-amine